1-heneicosanoyl-2-(9Z,12Z-heptadecadienoyl)-glycero-3-phosphocholine CCCCCCCCCCCCCCCCCCCCC(=O)OC[C@H](COP(=O)([O-])OCC[N+](C)(C)C)OC(=O)CCCCCCC/C=C\C/C=C\CCCC